4-[2-(2-bromopyridin-4-yl)-1H-imidazol-4-yl]-N,N-dimethylaniline BrC1=NC=CC(=C1)C=1NC=C(N1)C1=CC=C(N(C)C)C=C1